ClC1=CC=C(C=N1)OC1CC2(CN(C2)C(=O)N2CC(CC2)C2=NN=CN2)C1 [6-[(6-chloro-3-pyridinyl)oxy]-2-azaspiro[3.3]heptan-2-yl]-[3-(4H-1,2,4-triazol-3-yl)pyrrolidin-1-yl]methanone